C(C1=CC=CC=C1)N1C=C(C=CC1=O)C(C(=O)NCC=1C=C2CN(C(C2=CC1)=O)C1C(NC(CC1)=O)=O)(F)F 2-(1-benzyl-6-oxo-1,6-dihydropyridin-3-yl)-N-((2-(2,6-dioxopiperidin-3-yl)-1-oxoisoindolin-5-yl)methyl)-2,2-difluoroacetamide